OC1=CC=C(CN2N(C3=CC=CC=C3C2=O)CCC)C=C1 2-(4-hydroxybenzyl)-1-propyl-1,2-dihydro-3H-indazol-3-one